(R)-2-(2-(4-chlorophenyl)-6,7-dihydro-oxazolo[5,4-c]pyridin-5(4H)-yl)-4-((1-(hydroxymethyl)cyclobutyl)amino)-6,7-dihydro-thieno[3,2-d]pyrimidine 5-oxide ClC1=CC=C(C=C1)C=1OC=2CN(CCC2N1)C=1N=C(C2=C(N1)CC[S@]2=O)NC2(CCC2)CO